Cl.CC=1C=C(C=C(C1)[N+](=O)[O-])[C@@H](C)N |r| (R/S)-1-(3-methyl-5-nitrophenyl)ethan-1-amine hydrochloride